FC1=CC(=CC=2N(C=NC21)C(C)C)C2=CC(=NC=C2C)NC(=O)[C@@H]2C[C@@H](CCC2)NC(C(C)C)=O (1S,3R)-N-(4-(4-fluoro-1-isopropyl-1H-benzo[d]imidazol-6-yl)-5-methylpyridin-2-yl)-3-isobutyrylaminocyclohexane-1-carboxamide